4-(2-(2,4-Difluorophenoxy)-5-(2-hydroxypropan-2-yl)phenyl)-6-methyl-2-(5-methyl-1,3,4-oxadiazol-2-yl)thieno[2,3-c]Pyridin-7(6H)-one FC1=C(OC2=C(C=C(C=C2)C(C)(C)O)C=2C3=C(C(N(C2)C)=O)SC(=C3)C=3OC(=NN3)C)C=CC(=C1)F